C(#N)C1C=CC2=CC=CC=C12 cyano-indene